ClC1=NC=C2C=C(N=C(C2=C1)N1CC2(COC2)C1)C1=C(C(=CC(=C1F)OC)OC)F 6-(7-chloro-3-(2,6-difluoro-3,5-dimethoxyphenyl)-2,6-naphthyridin-1-yl)-2-oxa-6-azaspiro[3.3]heptane